Diethyl 1-[2-(4-chloro-3-fluorophenyl)-2-oxoethyl]-4-cyclobutyl-1H-pyrazole-3,5-dicarboxylate ClC1=C(C=C(C=C1)C(CN1N=C(C(=C1C(=O)OCC)C1CCC1)C(=O)OCC)=O)F